C(C=C)[C@@H]1[C@@H]2CC[C@H](CN1)N2CC2=CC=C(C=C2)OC (1S,2R,5R)-2-allyl-8-(4-methoxybenzyl)-3,8-diazabicyclo[3.2.1]octane